4,5-difluoro-2,2-bis(trifluoromethyl)1,3-dioxole FC=1OC(OC1F)(C(F)(F)F)C(F)(F)F